ClC1=CC=2C(=NN(N2)C2=C(C(=CC(=C2)C(C)(C)C)C(C)(C)C)O)C=C1 2-{5-chloro-(2H)-benzotriazole-2-yl}-4,6-di-tert-butylphenol